(±)-trans-N-(8-amino-6-(1-methyl-4-oxo-1,4-dihydropyridin-2-yl)isoquinolin-3-yl)-2-cyanocyclopropane-1-carboxamide NC=1C=C(C=C2C=C(N=CC12)NC(=O)[C@H]1[C@@H](C1)C#N)C=1N(C=CC(C1)=O)C |r|